2-(2-vinyloxy ethoxy)ethyl acrylate C(C=C)(=O)OCCOCCOC=C